trimethylolpropane tri-(3-mercapto-propionate) SCCC(=O)O.SCCC(=O)O.SCCC(=O)O.C(O)C(CC)(CO)CO